ethyl 4-(5-amino-3-methylsulfanyl-1-pyrimidin-2-yl-pyrazol-4-yl)cyclohex-3-ene-1-carboxylate NC1=C(C(=NN1C1=NC=CC=N1)SC)C1=CCC(CC1)C(=O)OCC